C1(CCC(CC)O1)=O delta-Hexanolactone